methyl 2-(1,5-dimethyl-3-phenyl-1H-pyrrol-2-yl)-2-oxoacetate CN1C(=C(C=C1C)C1=CC=CC=C1)C(C(=O)OC)=O